C(=CC1=CC=CC=C1)[S] styryl-sulfur